8-methyl-6-(3-oxa-9-azaspiro[5.5]undec-9-yl)-2-thieno[2,3-c]pyridin-5-yl-3-(2-trimethylsilyl-ethoxymethyl)pyrido[3,2-d]pyrimidin-4-one CC1=CC(=NC2=C1N=C(N(C2=O)COCC[Si](C)(C)C)C=2C=C1C(=CN2)SC=C1)N1CCC2(CCOCC2)CC1